C(C1=CC=CC=C1)OC1=CC(=C(C(=O)NC=2OC(=NN2)C=2SC=CC2)C=C1)OC 4-(benzyloxy)-2-methoxy-N-(5-(thiophen-2-yl)-1,3,4-oxadiazol-2-yl)benzamide